1-((1R,4r)-4-((2R,4aS,6S,8aR)-6-propyldecalin-2-yl)cyclohexyl)ethane C(CC)[C@@H]1C[C@@H]2CC[C@H](C[C@H]2CC1)C1CCC(CC1)CC